C(C)N1N=C(C(=C1)C=1C=C(C=C2C([C@@H](COC12)CC1CCC(CC1)NC(OC(C)(C)C)=O)=O)CN1C(N(C=C1)C)=N)C(F)(F)F tert-butyl (R)-(4-((8-(1-ethyl-3-(trifluoromethyl)-1H-pyrazol-4-yl)-6-((2-imino-3-methyl-2,3-dihydro-1H-imidazol-1-yl)methyl)-4-oxochroman-3-yl)methyl)cyclohexyl)carbamate